N-(6-(4-hydroxycyclohexylamino)imidazo[1,2-b]pyridazin-3-yl)benzamide OC1CCC(CC1)NC=1C=CC=2N(N1)C(=CN2)NC(C2=CC=CC=C2)=O